Ethyl 5-nitro-1-(2,2,2-trifluoroethyl)-1H-indole-2-carboxylate [N+](=O)([O-])C=1C=C2C=C(N(C2=CC1)CC(F)(F)F)C(=O)OCC